ClC1=NC(=NC(=N1)C1=CC=C(C=C1)F)NC1=CC=C(C=C1)OC(F)(F)F 4-chloro-6-(4-fluorophenyl)-N-(4-(trifluoromethoxy)phenyl)-1,3,5-triazin-2-amine